methoxyphenylmethyl disulfide COC(C1=CC=CC=C1)SSC(OC)C1=CC=CC=C1